ClC1=NC=CC=2C(=C(C(=CC12)[N+](=O)[O-])F)C=O 1-chloro-6-fluoro-7-nitroisoquinoline-5-carboxaldehyde